CS(=O)(=O)O[C@H]1CC[C@@]2(C3CCC4(C(=CCC4C3CC=C2C1)N1C=NC(=C1)C(C)C)C)C (3S,10R,3S)-17-(4-isopropyl-1H-imidazol-1-yl)-10,13-dimethyl-2,3,4,7,8,9,10,11,12,13,14,15-dodecahydro-1H-cyclopenta[a]phenanthren-3-yl methanesulfonate